C(C)OC(/C(=C(/CO)\CNC(=O)OC(C)(C)C)/F)=O (Z)-3-[(tert-butoxycarbonylamino)methyl]-2-fluoro-4-hydroxy-but-2-enoic acid ethyl ester